C(C)(C)(C)[Si](C1=CC=CC=C1)(C1=CC=CC=C1)OCC(C)C1=CC=2C(=NC=C(N2)Cl)O1 tert-butyl-[2-(2-chlorofuro[2,3-b]pyrazin-6-yl)propoxy]-diphenyl-silane